C(C)OC(=O)C1=CNC(=C1C=1C(=NC=CC1)OC)CC 5-ethyl-4-(2-methoxypyridin-3-yl)-1H-pyrrole-3-carboxylic acid ethyl ester